2-{9-[(1R,2R)-2-hydroxycyclohexyl]-4,6-dimethyl-6,7,8,9-tetrahydro-5H-pyridazino[3,4-e][1,4]diazepin-3-yl}-5-(trifluoromethyl)phenol O[C@H]1[C@@H](CCCC1)N1CCN(CC2=C1N=NC(=C2C)C2=C(C=C(C=C2)C(F)(F)F)O)C